N-(3,5-bis(tetradecyloxy)benzyl)-4-(4-methylpiperazin-1-yl)butanamide C(CCCCCCCCCCCCC)OC=1C=C(CNC(CCCN2CCN(CC2)C)=O)C=C(C1)OCCCCCCCCCCCCCC